N-((1,2,3,5,6,7-hexahydro-s-indacen-4-yl)carbamoyl)-7-methyl-N-trityl-5,6,7,8-tetrahydropyrazolo[5,1-b][1,3]oxazepine-3-sulfonimidamide C1CCC2=C(C=3CCCC3C=C12)NC(=O)N(S(=O)(=N)C=1C=NN2C1OCCC(C2)C)C(C2=CC=CC=C2)(C2=CC=CC=C2)C2=CC=CC=C2